FC1=CC=C(C=C1)NC(C1=NC=C(C=C1)CCCCC)=O N-(4-fluorophenyl)-5-pentylpicolinamide